C(C1=CC=CC=C1)OC=1C=C2CN(C(C2=C(C1)OC)=O)C1C(NC(CC1)=O)=O 3-(5-(benzyloxy)-7-methoxy-1-oxoisoindolin-2-yl)piperidine-2,6-dione